NC1=NC=CC(=C1)C[C@@H]1[C@H](N(C1=O)C(=O)N[C@H](CCC)C1CCCCC1)C(=O)N(C)C1=NN(C=C1)C (2S,3R)-3-((2-aminopyridin-4-yl)methyl)-N2-(1-methyl-1H-pyrazol-3-yl)-N1-((R)-1-cyclohexylbutyl)-N2-methyl-4-oxoazetidine-1,2-dicarboxamide